O1CC(NCC2=C1C=CC=C2)=O 4,5-dihydrobenzo[f][1,4]oxazepine-3(2H)-one